FC=1C=C2C(=CNC(C2=CC1F)=O)C(C)N(C(=O)NC1=CC(=C(C=C1)F)F)C 1-(1-(6,7-difluoro-1-oxo-1,2-dihydroisoquinolin-4-yl)ethyl)-3-(3,4-difluorophenyl)-1-methylurea